C(C)OC(=O)C=1C(=NSC1C)C1=CC=C(C=C1)Br 3-(4-bromophenyl)-5-methylisothiazole-4-carboxylic acid ethyl ester